nitroformic acid ethyl ester C(C)OC(=O)[N+](=O)[O-]